N-[5-[6-chloro-3-(1-methylazetidin-3-yl)oxy-pyridazin-4-yl]pyrazolo[1,5-a]pyridin-2-yl]cyclopropanecarboxamide ClC1=CC(=C(N=N1)OC1CN(C1)C)C1=CC=2N(C=C1)N=C(C2)NC(=O)C2CC2